hexamethylene glycol diphthalate C(C=1C(C(=O)O)=CC=CC1)(=O)O.C(C=1C(C(=O)O)=CC=CC1)(=O)O.C(CCCCCO)O